ethyl-dihydroxyethyl-ammonium chloride [Cl-].C(C)[NH2+]CC(O)O